7-(4-(2-Oxa-5-azabicyclo[4.1.0]heptan-4-yl)phenyl)-6-chloro-3-((1-(4-chlorobenzoyl)-4-hydroxypiperidin-4-yl)methyl)-3,7-dihydro-4H-pyrrolo[2,3-d]pyrimidin-4-one C12OCC(NC2C1)C1=CC=C(C=C1)N1C(=CC2=C1N=CN(C2=O)CC2(CCN(CC2)C(C2=CC=C(C=C2)Cl)=O)O)Cl